6-methyl-2-phenylimidazo[1,2-a]pyridine CC=1C=CC=2N(C1)C=C(N2)C2=CC=CC=C2